CN(C(OC(C)(C)C)=O)[C@H](C(=O)NCCNC1=NC(=NC(=C1)NC=1SC(=CN1)C1=CC=CC=C1)C)C tert-butyl N-methyl-N-[(1S)-1-methyl-2-[2-[[2-methyl-6-[(5-phenylthiazol-2-yl)amino]pyrimidin-4-yl]amino]ethyl amino]-2-oxo-ethyl]carbamate